6-(trans-4-(((3-(2-Cyclopropylthiazol-5-yl)phenyl)amino)methyl)cyclohexyl)-3-methoxypicolinonitrile C1(CC1)C=1SC(=CN1)C=1C=C(C=CC1)NC[C@@H]1CC[C@H](CC1)C1=CC=C(C(=N1)C#N)OC